4-(1-(azetidin-1-yl)-2-hydroxyethyl)-2-nitro-6-(trifluoromethyl)phenol N1(CCC1)C(CO)C1=CC(=C(C(=C1)C(F)(F)F)O)[N+](=O)[O-]